OCCN(CC(O)C1=CC=CC=C1)C 2-((2-hydroxyethyl)(methyl)amino)-1-phenylethan-1-ol